3-ethyl-9,10-difluoro-2,3,5,6-tetrahydro-7H-[1,4]oxazino[2,3,4-ij]quinolin-7-one C(C)C1COC=2C(=C(C=C3C(CCN1C23)=O)F)F